6-chloro-8-methyl-2-thieno[2,3-c]pyridin-5-yl-3H-pyrido[3,2-d]pyrimidin-4-one ClC=1C=C(C=2N=C(NC(C2N1)=O)C=1C=C2C(=CN1)SC=C2)C